O1CCC(CC1)NC(=O)C1CC12CCN(CC2)C(=O)OC(C)(C)C tert-butyl 1-((tetrahydro-2H-pyran-4-yl) carbamoyl)-6-azaspiro[2.5]octane-6-carboxylate